2-{3-[(3r,5s)-3,5-dimethylpiperazin-1-yl]-1,2,4-triazin-6-yl}-5-(2,8-dimethyl-[1,2,4]triazolo[1,5-b]pyridazin-6-yl)phenol dihydrochloride Cl.Cl.C[C@@H]1CN(C[C@@H](N1)C)C=1N=NC(=CN1)C1=C(C=C(C=C1)C=1C=C(C=2N(N1)N=C(N2)C)C)O